CN(C=1SC2=C(N1)SC(=N2)C=2N=CC(=C1C2NC=C1)C=1C(=NNC1)C)[C@@H]1C[C@H](NCC1)C |o1:25,27| N-methyl-N-[(2R*,4S*)-2-methyl-4-piperidyl]-2-[4-(3-methyl-1H-pyrazol-4-yl)-1H-pyrrolo[2,3-c]pyridin-7-yl]thiazolo[5,4-d]thiazol-5-amine